O[C@H]1C[C@H](N(C1)C(=O)C1=CC(=NC=C1)C(=O)NC1=CC(=CC=C1)[C@H](C)SC1=NN=CN1C)C 4-((2R,4S)-4-hydroxy-2-methylpyrrolidine-1-carbonyl)-N-(3-((S)-1-((4-methyl-4H-1,2,4-triazol-3-yl)thio)ethyl)phenyl)picolinamide